2,6-dimethoxy-3,5-bis(2,6-dimethylphenyl)phenyllithium COC1=C(C(=C(C=C1C1=C(C=CC=C1C)C)C1=C(C=CC=C1C)C)OC)[Li]